N-(3-azidopropyl)-3-(2,5-dihydroxyphenyl)propanamide N(=[N+]=[N-])CCCNC(CCC1=C(C=CC(=C1)O)O)=O